C(C1=CC=CC=C1)C=1N(C=2C(=C3CC[C@@H](N(C3=CC2)C(=O)OC)C)N1)C1CC(C(CC1)C(=O)OC)(C)C methyl (7S)-2-benzyl-3-[4-(methoxycarbonyl)-3,3-dimethylcyclohexyl]-7-methyl-3H,6H,7H,8H,9H-imidazo[4,5-f]quinoline-6-carboxylate